4-{5-[(R)-(1,3-dimethyl-azetidin-3-yl)-hydroxy-(4-isopropyl-phenyl)-methyl]-pyridin-3-yloxy}-cyclohexanol CN1CC(C1)(C)[C@@](C=1C=C(C=NC1)OC1CCC(CC1)O)(C1=CC=C(C=C1)C(C)C)O